2-cyclopentyl-1-(2-(3-methyl-3,8-diazabicyclo[3.2.1]oct-8-yl)-5,7-dihydro-6H-pyrrolo[3,4-b]pyridin-6-yl)ethan-1-one C1(CCCC1)CC(=O)N1CC2=NC(=CC=C2C1)N1C2CN(CC1CC2)C